FC(C=1C=2N(C=CC1)C=NN2)(F)F 8-(trifluoromethyl)[1,2,4]triazolo[4,3-a]pyridine